2-chloro-4-(pyrrolidin-1-ylmethyl)-5,6,7,8-tetrahydroquinoline ClC1=NC=2CCCCC2C(=C1)CN1CCCC1